Ethyl (3S)-4-cyano-3-hydroxybutyrate C(#N)C[C@@H](CC(=O)OCC)O